tert-butyl (2S)-4-({2-[2,4-bis(benzyloxy)-5-(propan-2-yl)benzoyl]-2,3-dihydro-1H-isoindol-5-yl}methyl)-2-methylpiperazine-1-carboxylate C(C1=CC=CC=C1)OC1=C(C(=O)N2CC3=CC=C(C=C3C2)CN2C[C@@H](N(CC2)C(=O)OC(C)(C)C)C)C=C(C(=C1)OCC1=CC=CC=C1)C(C)C